N-(1-methylpiperidin-4-yl)-5-(1H-pyrrolo[2,3-b]pyridin-3-yl)pyrazolo[1,5-a]pyridine-3-carboxamide CN1CCC(CC1)NC(=O)C=1C=NN2C1C=C(C=C2)C2=CNC1=NC=CC=C12